N-[4-(pyrimidin-2-yl)phenyl]-3-[6-(trifluoromethyl)-1H-benzo[d]imidazol-2-yl]aniline N1=C(N=CC=C1)C1=CC=C(C=C1)NC1=CC(=CC=C1)C1=NC2=C(N1)C=C(C=C2)C(F)(F)F